C(C)(C)(C)OC(N[C@@H]1CCCC12CCN(CC2)C2=NC(=C(C(=N2)C#N)C2=C(C(=CC=C2)Cl)Cl)C)=O ((1R)-8-(4-cyano-5-(2,3-dichlorophenyl)-6-methylpyrimidin-2-yl)-8-azaspiro[4.5]decan-1-yl)carbamic acid tert-butyl ester